BrC1=C(C=C(C(=O)NC)C=C1)C 4-bromo-N,3-dimethylbenzamide